7-chloro-6-fluoro-1-methyl-1,2,3,4-tetrahydroquinolin-4-one ClC1=C(C=C2C(CCN(C2=C1)C)=O)F